di(meta-cresol) carbonate C(O)(O)=O.C1=C(C=CC=C1O)C.C1=C(C=CC=C1O)C